(S)-6-(8-((1,3-dimethyl-1H-pyrazol-5-yl)sulfonyl)-8-azaspiro[4.5]decan-2-yl)-2-oxa-6-azaspiro[3.3]heptane CN1N=C(C=C1S(=O)(=O)N1CCC2(CC[C@@H](C2)N2CC3(COC3)C2)CC1)C